5-Fluoro-2-(((tetrahydro-2H-pyran-4-yl)thio)methyl)-7-((1-(2,2,2-trifluoroethyl)piperidin-4-yl)amino)quinazolin-4(3H)-one FC1=C2C(NC(=NC2=CC(=C1)NC1CCN(CC1)CC(F)(F)F)CSC1CCOCC1)=O